FC=1C=C(C=CC1Cl)NC1=C(C(=O)NC2=CC(=NN2C)C(F)(F)F)C=CC=C1 2-((3-Fluoro-4-chlorophenyl)amino)-N-(1-methyl-3-(trifluoromethyl)-1H-pyrazol-5-yl)benzamide